Sodium Phosphate P(=O)([O-])([O-])[O-].[Na+].[Na+].[Na+]